C(C)OC(=O)C1=CN=C2N1N=C(C=C2N(C)CC2=CC=C(C=C2)OC)Cl 6-chloro-8-((4-methoxybenzyl)(methyl)amino)imidazo[1,2-b]Pyridazine-3-carboxylic acid ethyl ester